BrC=1C(=C(OC2CCC(CC2)CCCC=O)C=CC1)C 4-((1s,4r)-4-(3-bromo-2-methylphenoxy)cyclohexyl)butanal